BrC1=CC2=C(N3C(S2)=NC(=C3)C3=CC=C(C=C3)CC)C=C1 7-bromo-2-(4-ethyl-phenyl)benzo[d]imidazo[2,1-b]thiazole